di(naphthalene-1-yl)-N,N'-di(phenyl)-benzidine C1(=CC=CC2=CC=CC=C12)N(C1=CC=C(C2=CC=C(N(C3=CC=CC=C3)C3=CC=CC4=CC=CC=C34)C=C2)C=C1)C1=CC=CC=C1